(S)-4-methyl-3-(pyrrolidin-3-yl)benzoic acid ethyl ester C(C)OC(C1=CC(=C(C=C1)C)[C@H]1CNCC1)=O